C(C)(C)(C)OC(=O)N1[C@@H](CN(C[C@@H]1C)C1=C2C=C(N=NC2=C(C=C1)Br)OC)C (2r,6s)-4-(8-bromo-3-methoxycinnolin-5-yl)-2,6-dimethylpiperazine-1-carboxylic acid tert-butyl ester